FC1(CCN(CC1)C)C=1N=NN(C1)[C@H]1CO[C@@H](CC1)C1=NN=C(N1C)COC1=CC(=CC=C1)C(C)C 4-fluoro-1-methyl-4-{1-[(3R,6S)-6-(4-methyl-5-{[3-(propan-2-yl)phenoxy]methyl}-4H-1,2,4-triazol-3-yl)tetrahydro-2H-pyran-3-yl]-1H-1,2,3-triazol-4-yl}piperidine